ClC1=NC=CC(=N1)CC(=O)C1=CC=C(C=C1)F 2-(2-chloropyrimidin-4-yl)-1-(4-fluorophenyl)ethan-1-one